phenoxy-diethylphosphoramide O(C1=CC=CC=C1)NP(=O)(N(CC)CC)N